C(C)S(=O)(=O)C=1C(=NC(=CC1)S(=O)(=O)CC)C=1N=C2N(C=C(N=C2)C(F)(F)F)C1 2-[3,6-Bis(ethylsulfonyl)pyridin-2-yl]-6-(trifluoromethyl)imidazo[1,2-a]pyrazine